(1-(Cyclopropylmethyl)-7-(2-ethyl-6-methylpyridin-3-yl)-2-(1,2,5,6-tetrahydropyridin-3-yl)-1H-indol-5-yl)(4-(4-fluoro-2-methoxyphenyl)piperazin-1-yl)methanone C1(CC1)CN1C(=CC2=CC(=CC(=C12)C=1C(=NC(=CC1)C)CC)C(=O)N1CCN(CC1)C1=C(C=C(C=C1)F)OC)C=1CNCCC1